FC=1C=C(C=C(C1)N1CCN(CC1)CCO)[C@@H](C)NC(CC)=O N-[(1R)-1-{3-fluoro-5-[4-(2-hydroxyethyl)piperazin-1-yl]phenyl}ethyl]propionamide